C(C)(=O)OC1=CC=C(C=C1)C=C([2H])[2H] 4-(vinyl-2,2-d2)-phenyl acetate